C([13CH](O)C)(=O)[O-] [2-13C]lactate